ClC1=C(C=C(C=C1)C(=O)N1CCN(CC1)CCCCC1CCNCC1)N1C(NC(CC1)=O)=O 1-(2-Chloro-5-(4-(4-(piperidin-4-yl)butyl)piperazine-1-carbonyl)phenyl)dihydropyrimidine-2,4(1H,3H)-dione